C[Si](CCCCCCCC[SiH2]C(N(C)C)N(C)C)(OC)C 1-dimethylmethoxysilyl-8-bis(dimethylamino)methylsilyloctane